2-chloro-N-((5-chloropyridin-3-yl)methyl)-6-(3,5-dimethylisoxazol-4-yl)quinazolin ClC1N(C2=CC=C(C=C2C=N1)C=1C(=NOC1C)C)CC=1C=NC=C(C1)Cl